1-(3-cyanophenyl)-N-(3-phenoxyphenyl)-3-(trifluoromethyl)-1H-pyrazole-5-carboxamide C(#N)C=1C=C(C=CC1)N1N=C(C=C1C(=O)NC1=CC(=CC=C1)OC1=CC=CC=C1)C(F)(F)F